FC1=C(C(=O)N2CCN(CC2)CC=2C=C(C=CC2)NC2C(NC(CC2)=O)=O)C=C(C=C1)CC1=NNC(C2=CC=CC=C12)=O 3-((3-((4-(2-fluoro-5-((4-oxo-3,4-dihydrophthalazin-1-yl)methyl)benzoyl)piperazin-1-yl)methyl)phenyl)amino)piperidine-2,6-dione